C(C1=CC=CC=C1)OC1=CC=C(C=C1)C(CN1C[C@@H]2[C@H](C1)CC(C2)OC2=CC=C(C=C2)F)O 1-(4-(benzyloxy)phenyl)-2-((3aR,5s,6aS)-5-(4-fluorophenoxy)hexahydrocyclopenta[c]pyrrol-2(1H)-yl)ethanol